(8-(5-((3,4-dichlorophenyl)difluoromethyl)-1,3,4-oxadiazol-2-yl)-2-(pyrimidin-2-yl)-2,6-diazaspiro[3.4]octan-6-yl)(thiazol-5-yl)methanone ClC=1C=C(C=CC1Cl)C(C1=NN=C(O1)C1CN(CC12CN(C2)C2=NC=CC=N2)C(=O)C2=CN=CS2)(F)F